[O-2].[Mg+2].[Zn+2].[O-2] zinc-magnesium-oxide